C(C)(C)(C)OC(=O)N1C[C@H](CC1)OC1=CC(=NC2=C(C(=C(C=C12)I)Br)O[C@@H](C)C1=CC=CC=C1)SCC (3S)-3-({7-bromo-2-(ethylsulfanyl)-6-iodo-8-[(1S)-1-phenylethoxy]quinolin-4-yl}oxy)pyrrolidine-1-carboxylic acid tert-butyl ester